N-((1H-indazol-5-yl)methyl)-N-(3-methoxybenzyl)-4-((2-(3-methoxybenzyloxy)ethoxy)methyl)thiazol-2-amine N1N=CC2=CC(=CC=C12)CN(C=1SC=C(N1)COCCOCC1=CC(=CC=C1)OC)CC1=CC(=CC=C1)OC